COC=1C(=NC=CC1)C(O)C1CCOCC1 (3-methoxypyridin-2-yl)(tetrahydro-2H-pyran-4-yl)methanol